ClC1=C(C(=CC=C1Cl)OC)C1CC(NCC1)CN 1-[4-(2,3-dichloro-6-methoxyphenyl)piperidin-2-yl]methanamine